N1[C@H](CCC1)CN(C(OC)=O)C1(CCC1)C1=CC(=CC=C1)OC(F)(F)F methyl N-{[(2R)-pyrrolidin-2-yl]methyl}-N-{1-[3-(trifluoromethoxy)phenyl]cyclobutyl}carbamate